C(#N)CCN1C(=NC=C1)C(CCCC)CCCCCC 1-(2-cyanoethyl)-2-5-n-undecylimidazole